1-(piperidin-1-yl)-2-p-tolylethane-1,2-dione N1(CCCCC1)C(C(=O)C1=CC=C(C=C1)C)=O